C(C)C=1C(C1CC)C(=O)O 2,3-DIETHYLCYCLOPROP-2-ENE-1-CARBOXYLIC ACID